NC=1C(=NC(=C(N1)F)C1=CC(=C(C=C1)C1CCOCC1)CN1[C@@H](CCC1)C)C=1C=C2CCNC(C2=C(C1)F)=O (R)-6-(3-amino-5-fluoro-6-(3-((2-methylpyrrolidin-1-yl)methyl)-4-(tetrahydro-2H-pyran-4-yl)phenyl)pyrazin-2-yl)-8-fluoro-3,4-dihydroisoquinolin-1(2H)-one